2-((4-aminocyclohexyl)methyl)aniline ((1S,4aS,5R,7aS)-8-oxo-1,4a,5,7a-tetrahydro-1,5-(epoxymethano)cyclopenta[c]pyran-3-yl)methyl-benzoate O=C1O[C@@H]2OC(=C[C@H]3[C@@H]2C=C[C@H]31)COC(C3=CC=CC=C3)=O.NC3CCC(CC3)CC3=C(N)C=CC=C3